(S)-2-(4-bromo-2,5-difluorobenzyl)-1-(oxetan-2-ylmethyl)-1H-benzo[d]imidazole-6-carboxylate BrC1=CC(=C(CC2=NC3=C(N2C[C@H]2OCC2)C=C(C=C3)C(=O)[O-])C=C1F)F